3-(3-fluoro-4-(4-(hydroxymethyl)-6-(trifluoromethyl)pyridin-3-yl)phenyl)-N-(4-fluorophenyl)oxetan-3-carboxamide FC=1C=C(C=CC1C=1C=NC(=CC1CO)C(F)(F)F)C1(COC1)C(=O)NC1=CC=C(C=C1)F